C(C)(C)(C)OC(=O)N1CCC(CC1)C1=C(NC=2N=CC=3C=C(C=CC3C21)C(=O)OC)C(F)(F)F methyl 1-(1-(tert-butoxycarbonyl)piperidin-4-yl)-2-(trifluoromethyl)-3H-pyrrolo[2,3-c]isoquinoline-7-carboxylate